CC1=CC(=CC2=C1[Se]NS2(=O)C2=CC(=CC(=C2)C)C)C (R)-4,6-dimethyl-1-(3,5-dimethylphenyl)benzo[d][1,3,2]thiaselenazol-1-one